C(C1=CC=CC=C1)OC=1C=C(C=CC1)C1=CN(C2=CC=C(C=C12)NS(=O)(=O)C1=CC=C(C(=O)NO)C=C1)C 4-(N-(3-(3-(Benzyloxy)phenyl)-1-methyl-1H-indol-5-yl)sulfamoyl)-N-hydroxybenzamid